lithium-zinc oxide [O-2].[Zn+2].[Li+]